OC1=C(N)C=C(C=C1C(C)C)C(C)C 2-hydroxy-3,5-diisopropylaniline